7-(2-((6-ethyl-1,2,3,4-tetrahydroisoquinolin-7-yl)amino)-5-(trifluoromethyl)pyrimidin-4-yl)-4-(oxetan-3-yl)-3,4-dihydrothieno[2,3-f][1,4]thiazepin-5(2H)-one 1,1-dioxide C(C)C=1C=C2CCNCC2=CC1NC1=NC=C(C(=N1)C1=CC2=C(C(N(CCS2(=O)=O)C2COC2)=O)S1)C(F)(F)F